(4-(3,4-dichlorophenyl)-2-(morpholinomethyl)piperazine-1-carbonyl)-6-methylquinolin-2(1H)-one ClC=1C=C(C=CC1Cl)N1CC(N(CC1)C(=O)N1C(C=CC2=CC(=CC=C12)C)=O)CN1CCOCC1